ethyl-2-(3-bromo-4-oxo-4,5-dihydro-1H-pyrrolo[2,3-d]pyridazin-1-yl)propanoate C(C)OC(C(C)N1C=C(C2=C1C=NNC2=O)Br)=O